N-[2-[3-(hydroxymethyl)cyclobutyl]-5-methoxy-1,3-benzothiazol-6-yl]-6-(trifluoromethyl)pyridine-2-carboxamide OCC1CC(C1)C=1SC2=C(N1)C=C(C(=C2)NC(=O)C2=NC(=CC=C2)C(F)(F)F)OC